(E)-1-(4-(4-fluorobenzyl)piperazinyl)-3-(3-hydroxyphenyl)-2-propen-1-one FC1=CC=C(CN2CCN(CC2)C(\C=C\C2=CC(=CC=C2)O)=O)C=C1